C(C)(C)(C)OC(=O)N1[C@@H](CCC1)C1=C2CN(CC2=CC(=C1)C=1C=C2C(=NC1)NC=C2C)C(C)=O (S)-2-(2-acetyl-6-(3-methyl-1H-pyrrolo[2,3-b]pyridin-5-yl)isoindoline-4-yl)pyrrolidine-1-carboxylic acid tert-butyl ester